CC1C(=C(C2(CC1)CC1CC(C2)C1)C)C trimethyl-bicyclo[3.1.1]heptane-3-spiro-2'-cyclohexen